N-(1-(4-fluorophenoxy)-2,4-dimethylpent-4-en-2-yl)-2-methylpropane-2-sulfinamide FC1=CC=C(OCC(CC(=C)C)(C)NS(=O)C(C)(C)C)C=C1